OC1=C(C=CC=C1)C1C(C1)C(=O)O 2-(2-HYDROXYPHENYL)CYCLOPROPANECARBOXYLIC ACID